Cl.O[C@H]1[C@@H](CCCC1)NC=1SC2=C(N1)C=CC(=C2)OC2=CC(=NC=C2)C(=O)NC 4-(2-((1R,2R)-2-hydroxycyclohexylamino)benzothiazol-6-yloxy)-N-methylpicolinamide HCl salt